(E)-3-(1H-IMIDAZOL-5-YL)-2-PROPENOIC ACID N1C=NC=C1/C=C/C(=O)O